ClC=1N=CC2=CN=CC=C2C1 3-chloro-2,7-naphthyridine